[Si]([O-])([O-])([O-])[O-].[Al+3].[Be+2] Beryllium Aluminum Silicate